(2-Amino-5-methoxybenzoyl)glycine phenylmethyl ester C1(=CC=CC=C1)COC(CNC(C1=C(C=CC(=C1)OC)N)=O)=O